tert-butyl (3R,4R)-4-{[7-(1-ethylcyclobutyl)-5-methylimidazo[4,3-f][1,2,4]triazin-2-yl]amino}-3-fluoropiperidine-1-carboxylate C(C)C1(CCC1)C1=NC(=C2C=NC(=NN21)N[C@H]2[C@@H](CN(CC2)C(=O)OC(C)(C)C)F)C